FC=1C=C(CBr)C=C(C1)C(F)(F)F 3-fluoro-5-(trifluoromethyl)benzyl bromide